CC(C)(C)NC(=O)OCCC1=CC(=CC=C1)CO 2-[m-(hydroxymethyl)-phenyl]ethyl 2-methyl-2-propanecarbamate